2-bromo-9,9-bis(6-bromohexyl)-9H-fluorene BrC1=CC=2C(C3=CC=CC=C3C2C=C1)(CCCCCCBr)CCCCCCBr